4-phenyl-6-(3-(10-phenylanthracen-9-yl)phenyl)-1,3,5-triazine C1(=CC=CC=C1)C1=NC=NC(=N1)C1=CC(=CC=C1)C=1C2=CC=CC=C2C(=C2C=CC=CC12)C1=CC=CC=C1